(S)-N-(1-(3-chlorophenyl)-6-(2-(hydroxymethyl)pyrrolidin-1-yl)-1H-pyrazolo[3,4-d]pyrimidin-4-yl)-5-nitrothiophene-2-carboxamide ClC=1C=C(C=CC1)N1N=CC=2C1=NC(=NC2NC(=O)C=2SC(=CC2)[N+](=O)[O-])N2[C@@H](CCC2)CO